N-(5,5-dimethyl-6,8-dihydroimidazo[2,1-c][1,4]oxazin-2-yl)-3-ethynyl-4-methyl-benzamide CC1(N2C(COC1)=NC(=C2)NC(C2=CC(=C(C=C2)C)C#C)=O)C